N1=CC=CC=2C(CC(NC12)=O)=O [1,8]Naphthyridine-5,7-dione